(R)-5-((But-3-en-1-yl(methyl)amino)methyl)-4-(2-((2,4-dimethoxybenzyl)amino)-4-((1-hydroxy-2-methylhexan-2-yl)amino)pyrido[3,2-d]pyrimidin-7-yl)pyridin-2(1H)-one C(CC=C)N(C)CC=1C(=CC(NC1)=O)C1=CC=2N=C(N=C(C2N=C1)N[C@@](CO)(CCCC)C)NCC1=C(C=C(C=C1)OC)OC